CC1OCCC1=O 2-Methyldihydrofuran-3(2H)-one